ClC=1C=CC=2C3=C(NC(C2C1)=O)COCC3N(C(=O)NC3=CC(=C(C=C3)F)C)C 1-(8-chloro-6-oxo-1,4,5,6-tetrahydro-2H-pyrano[3,4-c]isoquinolin-1-yl)-3-(4-fluoro-3-methylphenyl)-1-methylurea